3-(4-hydroxypiperidin-1-yl)-N-(4-methyl-3-(7-methyl-2-((6-methylpiperidin-3-yl)amino)-8-oxo-7,8-dihydropyrido[3,4-d]pyrimidin-6-yl)phenyl)-5-(trifluoromethyl)benzamide OC1CCN(CC1)C=1C=C(C(=O)NC2=CC(=C(C=C2)C)C2=CC3=C(N=C(N=C3)NC3CNC(CC3)C)C(N2C)=O)C=C(C1)C(F)(F)F